4-[[2-(5-benzyloxy-4-bromo-2-fluoro-phenyl)acetyl]amino]-N-[1-(trifluoromethyl)cyclopropyl]pyridine-2-carboxamide C(C1=CC=CC=C1)OC=1C(=CC(=C(C1)CC(=O)NC1=CC(=NC=C1)C(=O)NC1(CC1)C(F)(F)F)F)Br